The molecule is a member of the class of pyranoxanthones that is 3H,7H-pyrano[2,3-c]xanthen-7-one substituted by hydroxy groups at positions 6, 10 and 11, geminal methyl groups at position 3 and a prenyl group at position 5. Isolated from Garcinia lancilimba, it exhibits inhibitory effects on human cancer cell line. It has a role as a metabolite and an antineoplastic agent. It is a member of pyranoxanthones and a polyphenol. CC(=CCC1=C2C(=C3C(=C1O)C(=O)C4=C(O3)C(=C(C=C4)O)O)C=CC(O2)(C)C)C